CN1N=CC=C1C(C)N 1-(2-methylpyrazol-3-yl)ethanamine